1-azabicyclo[3.2.2]nonan-4-ol N12CCC(C(CC1)CC2)O